2-(4-Benzylpiperazin-1-yl)-N-(naphthalen-1-yl)ethanesulphonamide C(C1=CC=CC=C1)N1CCN(CC1)CCS(=O)(=O)NC1=CC=CC2=CC=CC=C12